FC1(CCN(CC1)C1=CC=CC(=N1)C1=CN=C(N1)C1=C(C=C(C=C1)NS(=O)(=O)CCO)N1CCC2(CC2)CC1)F N-(4-(5-(6-(4,4-difluoropiperidin-1-yl)pyridin-2-yl)-1H-imidazol-2-yl)-3-(6-azaspiro[2.5]oct-6-yl)phenyl)-2-hydroxyethane-1-sulfonamide